FC=1C=C2C(C(N(C2=CC1)C1=NC=CC(=C1)C=C1OC(C2=CC(=CC=C12)F)=O)=O)(C)O 5-Fluoro-1-(4-((5-fluoro-3-oxoisobenzofuran-1(3H)-ylidene)methyl)pyridin-2-yl)-3-hydroxy-3-methylindolin-2-one